CC=1C=C(C=C2C(NC(=NC12)C=1C=C2C(=CN1)SC=C2)=O)OCCC2COC2 8-methyl-6-(2-oxetan-3-yl-ethoxy)-2-thieno[2,3-c]pyridin-5-yl-3H-quinazolin-4-one